NC1=CC=C(C=C1)C1(CC1)C(=O)O 1-(4-aminophenyl)cyclopropane-1-carboxylic acid